ClC1=CC(=C(C=O)C=C1)OC([2H])([2H])[2H] 4-chloro-2-(methoxy-d3)-benzaldehyde